N1-(3-(2-(4-Methoxy-1-methyl-6-oxo-1,6-dihydropyridin-3-yl)phenoxy)phenyl)-N5-(4-(((2S,4R)-2-methyl-1-propionyl-1,2,3,4-tetrahydroquinolin-4-yl)amino)phenyl)glutaramide COC=1C(=CN(C(C1)=O)C)C1=C(OC=2C=C(C=CC2)NC(CCCC(=O)NC2=CC=C(C=C2)N[C@@H]2C[C@@H](N(C3=CC=CC=C23)C(CC)=O)C)=O)C=CC=C1